Tert-butyl (1-methylcyclobutyl)((3-oxo-7-(trifluoromethyl)isoindolin-5-yl)methyl)carbamate CC1(CCC1)N(C(OC(C)(C)C)=O)CC=1C=C2C(NCC2=C(C1)C(F)(F)F)=O